4-n-propylcyclohexane-1,2-dicarboxylic acid dilithium salt [Li+].[Li+].C(CC)C1CC(C(CC1)C(=O)[O-])C(=O)[O-]